1-Methyl-2-oxo-N-pyrimidin-2-yl-quinoline-3-carboxamide CN1C(C(=CC2=CC=CC=C12)C(=O)NC1=NC=CC=N1)=O